5-iodo-N-(1-pentyl-1H-pyrazol-4-yl)pyrimidin-2-amine IC=1C=NC(=NC1)NC=1C=NN(C1)CCCCC